CN1N=NC(=C1)C1=CC=C(C(=O)N([C@H]2CNCCC2)C2=NC=CC3=CC=CC(=C23)C)C=C1 (R)-4-(1-methyl-1H-1,2,3-triazol-4-yl)-N-(8-methylisoquinolin-1-yl)-N-(piperidin-3-yl)benzamide